N(=NC(C#N)CCC(C)C)C(C#N)CCC(C)C azo-bis(isoheptanenitrile)